C1(CCCC1)CS(=O)(=O)[O-] Cyclopentylmethanesulfonate